2-[(4R)-4-(5-cyclopropyl-1,3,4-oxadiazol-2-yl)-4-[[6-oxo-5-(trifluoromethyl)-1H-pyridazin-4-yl]amino]butyl]-7,8-difluoro-6-[5-(trifluoromethyl)pyrimidin-2-yl]isoquinolin-1-one C1(CC1)C1=NN=C(O1)[C@@H](CCCN1C(C2=C(C(=C(C=C2C=C1)C1=NC=C(C=N1)C(F)(F)F)F)F)=O)NC=1C=NNC(C1C(F)(F)F)=O